FC=1C(=NC=CC1CC=1C=NC=C(C1C)NC1=C(C=C(C=C1)CC(C)C)F)NS(=O)(=O)[SH+]C 3-fluoro-4-[[5-(2-fluoro-4-isobutyl-anilino)-4-methyl-3-pyridinyl]methyl]-N-(methylsulfaniosulfonyl)pyridin-2-amine